N-(5-(7'-Fluoro-3'-methyl-2'-oxo-2',3'-dihydrospiro[cyclobutane-1,1'-pyrrolo[2,3-c]quinolin]-8'-yl)-2-(2-(isopropylamino)ethoxy)pyridin-3-yl)cyclopropanesulfonamide hydrochloride Cl.FC=1C(=CC=2C3=C(C=NC2C1)N(C(C31CCC1)=O)C)C=1C=C(C(=NC1)OCCNC(C)C)NS(=O)(=O)C1CC1